N-ethylperfluorooctylsulfonyl-amide C(C)[N-]S(=O)(=O)C(C(C(C(C(C(C(C(F)(F)F)(F)F)(F)F)(F)F)(F)F)(F)F)(F)F)(F)F